2-amino-5-isopropyl-4,5-dihydropyrazolo[1,5-a]pyrazin-6(7H)-one NC1=NN2C(CN(C(C2)=O)C(C)C)=C1